CN1N=CC=2C1=NC(=CC2N2C[C@H]([C@@H](CC2)C2=C(C=C(C=N2)N2CCOC[C@H](C2)N)C)C)C (6S)-4-[6-[(3S,4R)-1-(1,6-dimethylpyrazolo[3,4-b]pyridin-4-yl)-3-methyl-4-piperidyl]-5-methyl-3-pyridyl]-1,4-oxazepan-6-amine